C1N(CCC2=CC=CC=C12)C[C@H](CN1C[C@@H](OC2=C(C1)C=CC(=C2)OC2CCN(CC2)CCF)C)O (2S)-4-[(2R)-3-(3,4-dihydro-1H-isoquinolin-2-yl)-2-hydroxy-propyl]-8-[1-(2-fluoroethyl)-4-piperidinyl]oxy-2-methyl-2,3-dihydro-1,4-benzoxazepine